FC1=C(C=CC(=C1)F)N1C=C(C=2C1=NC=C(C2)C=2C(=NOC2C)C)C2=C(C(=C(C(=O)O)C=C2OCC)F)OCC 4-(1-(2,4-Di-fluorophenyl)-5-(3,5-dimethylisoxazol-4-yl)-1H-pyrrolo[2,3-b]pyridin-3-yl)-3,5-diethoxy-2-fluorobenzoic acid